COC([C@H](CC1=CC=C(C=C1)N1C(C2(C3=CC=CC(=C13)OC)CC2)=O)NC(C2=CC=CC=C2)(C2=CC=CC=C2)C2=CC=CC=C2)=O (S)-3-(4-(7'-methoxy-2'-oxospiro[cyclopropane-1,3'-indoline]-1'-yl)phenyl)-2-(tritylamino)propionic acid methyl ester